C(CCC)C1=C(C(=C(C(=N1)O)C(=O)N(CCC1=NC=CC=C1)C)O)C1=C(C=CC=C1OC)OC 6-butyl-5-(2,6-dimethoxyphenyl)-2,4-dihydroxy-N-methyl-N-[2-(pyridin-2-yl)ethyl]pyridine-3-carboxamide